6-methyl-pyran-2,4-dione CC1=CC(CC(O1)=O)=O